ethyl 2,2-difluoro-2-[[(5S,7S)-7-fluoro-5-phenyl-6,7-dihydro-5H-pyrrolo[1,2-b][1,2,4]triazol-2-yl]sulfonyl]acetate FC(C(=O)OCC)(S(=O)(=O)C=1N=C2N(N1)[C@@H](C[C@@H]2F)C2=CC=CC=C2)F